1-(4-(2,6-dihydroxy-3'-methyl-4-pentyl-[1,1'-biphenyl]-3-carbonyl)piperazin-1-yl)ethan-1-one OC1=C(C(=CC(=C1C(=O)N1CCN(CC1)C(C)=O)CCCCC)O)C1=CC(=CC=C1)C